(E)-10-Benzylidene-3,3,5-trimethyl-2,3,4a,9,9a,10-hexahydro-1H-indeno[1,2-c]pyrazolo[1,2-a]pyrazol-1-one C(/C1=CC=CC=C1)=C\1/C2C(N3N1C(CC3(C)C)=O)C=3C(=CC=CC3C2)C